OC(CCCCCC(=O)O)CCCCCCCCCCCC 7-Hydroxy-nonadecanoic acid